C(C)OP(=O)(OCC)CC(C(=O)OC(C)(C)C)CCCO tert-butyl 2-((diethoxyphosphoryl) methyl)-5-hydroxypentanoate